3-[4-benzyloxy-1-(4-fluoro-3-methyl-phenyl)-2-(2-hydroxy-2-methyl-propyl)indol-3-yl]cyclobutanecarboxylic acid C(C1=CC=CC=C1)OC1=C2C(=C(N(C2=CC=C1)C1=CC(=C(C=C1)F)C)CC(C)(C)O)C1CC(C1)C(=O)O